(E)-5-(but-1-en-1-yl)-3-chloropyrazin-2-amine C(=C\CC)/C=1N=C(C(=NC1)N)Cl